ClC=1C=CC(=NC1)CN1N=C2N([C@@H](CCC2)C(=O)N2[C@@H](CCC2)C#N)C1=O (2S)-1-({(5S)-2-[(5-chloropyridin-2-yl)methyl]-3-oxo-2,3,5,6,7,8-hexahydro[1,2,4]triazolo[4,3-a]pyridin-5-yl}carbonyl)pyrrolidine-2-carbonitrile